2-(4-(2-(2,6-dimethylpyridin-4-yl)-3-isopropyl-1H-indol-5-yl)piperidin-1-yl)-N-(2-hydroxyethyl)-N-isopropylacetamide CC1=NC(=CC(=C1)C=1NC2=CC=C(C=C2C1C(C)C)C1CCN(CC1)CC(=O)N(C(C)C)CCO)C